[Si].N[C@@H]1C(=CCC12CCN(CC2)C=2C(=NC(=C(N2)C)SC2=C(C(=NC=C2)N)Cl)C2(CC2)O)C (S)-1-(3-(1-amino-2-methyl-8-azaspiro[4.5]dec-2-en-8-yl)-6-((2-amino-3-chloropyridin-4-yl)thio)-5-methylpyrazin-2-yl)cyclopropane-1-ol Silicon